FC(OC1=CC=C(C=C1)C1=NC2=C(N1CC1=C(OCC3CCC(CC3)CC(=O)O)C=CC=C1)C=CC=C2)(F)F 2-(4-((2-((2-(4-(trifluoromethoxy)phenyl)-1H-benzo[d]imidazol-1-yl)methyl)phenoxy)methyl)cyclohexyl)acetic acid